CC1=NOC=C1C(=O)N[C@H](C(NC1=CC=C2C(=C1)NC(C21CCOCC1)=O)=O)C1CCC(CC1)C 3-methyl-N-{(1S)-1-(4-methylcyclohexyl)-2-oxo-2-[(2-oxospiro[indoline-3,4'-tetrahydropyran]-6-yl)amino]ethyl}isoxazole-4-carboxamide